C(C)(C)(C)C=1C=C(C=C(C1O)C)CCC(=O)OCCOCCOCCOC(CCC1=CC(=C(C(=C1)C)O)C(C)(C)C)=O triethylene glycol bis{3-(3-t-butyl-5-methyl-4-hydroxyphenyl) propionate}